(S)-2-(5-(6-chloro-7-fluoro-5-methoxy-1-methyl-3-(1H-pyrazol-4-yl)-1H-indol-2-yl)-4H-1,2,4-triazol-3-yl)propanenitrile ClC1=C(C=C2C(=C(N(C2=C1F)C)C=1NC(=NN1)[C@H](C#N)C)C=1C=NNC1)OC